6-methoxy-2-[(8-methoxy-3,4-dihydro-1H-isoquinolin-2-yl)methyl]-3H-quinazolin-4-one COC=1C=C2C(NC(=NC2=CC1)CN1CC2=C(C=CC=C2CC1)OC)=O